C(N)(=O)C=1C=C(C=CC1)CN1C2=C(C3=CC=CC(=C13)C(=O)O)CCC2CCC 4-[(3-carbamoylphenyl)methyl]-3-propyl-1H,2H,3H,4H-cyclopenta[b]indole-5-carboxylic acid